(1R,2S,5S)-N-{(1S)-1-Cyano-2-[(3S)-2-oxopyrrolidin-3-yl]ethyl}-3-[(2S)-4,4-difluoro-2-(2,2,2-trifluoroacetamido)butanoyl]-6,6-dimethyl-3-azabicyclo[3.1.0]hexane-2-carboxamide C(#N)[C@H](C[C@H]1C(NCC1)=O)NC(=O)[C@@H]1[C@H]2C([C@H]2CN1C([C@H](CC(F)F)NC(C(F)(F)F)=O)=O)(C)C